CN1C(C(=CC(=C1)B1OC(C(O1)(C)C)(C)C)NC1=NC=C(C=C1)C(=O)N1CCOCC1)=O 1-Methyl-3-(5-(morpholine-4-carbonyl)pyridin-2-ylamino)-5-(4,4,5,5-tetramethyl-1,3,2-dioxaborolan-2-yl)pyridin-2(1H)-one